COC1=CC=C(C=C1)N=NC12C(C=C(C=C1)OC)O2 4,4'-dimethoxyazobenzene oxide